4-(2-chlorobenzyl)-2-(pyrrolidine-1-carbonyl)imidazo[1,2-a]quinazolin-5(4H)-one ClC1=C(CN2C=3N(C4=CC=CC=C4C2=O)C=C(N3)C(=O)N3CCCC3)C=CC=C1